Ethyl-[1-(2,2-dimethylpropionyl)-5-(4-fluorophenyl)-6-tetrahydropyran-4-yl-pyrrolo[2,3-f]indazol-7-yl] benzoate C(C1=CC=CC=C1)(=O)OC1=C(N(C=2C=C3C(=NN(C3=CC21)C(C(C)(C)C)=O)CC)C2=CC=C(C=C2)F)C2CCOCC2